N-(4b-hydroxy-7-isopropyl-1-nitro-10-oxo-4b,10-dihydro-9bH-indeno[1,2-b]benzofuran-9b-yl)-2-oxohexanamide OC12OC3=C(C1(C(C1=C(C=CC=C12)[N+](=O)[O-])=O)NC(C(CCCC)=O)=O)C=CC(=C3)C(C)C